BrC1=C2C=C(N(C2=C(C(=C1)Cl)Cl)CCCC(=O)OCC)C(=O)OCC ethyl 4-bromo-6,7-dichloro-1-(4-ethoxy-4-oxo-butyl)indole-2-carboxylate